5-(DIETHYLCARBAMOYL)-2-FLUOROBENZENEBORONIC ACID C(C)N(C(=O)C=1C=CC(=C(C1)B(O)O)F)CC